BrC1=C2CCN([C@@H](C2=C(C=C1)OCC=1N=NN(C1)C(C)C)CN1C(C2=CC=CC=C2C1=O)=O)C(=O)OC(C)(C)C Tert-butyl (S)-5-bromo-1-((1,3-dioxoisoindolin-2-yl) methyl)-8-((1-isopropyl-1H-1,2,3-triazol-4-yl) methoxy)-3,4-dihydroisoquinoline-2(1H)-carboxylate